2-[(2,3-difluoro-4-methylphenyl)amino]-4-[(1-oxo-1,2,3,4-tetrahydroisoquinolin-5-yl)amino]pyrimidine-5-carboxamide FC1=C(C=CC(=C1F)C)NC1=NC=C(C(=N1)NC1=C2CCNC(C2=CC=C1)=O)C(=O)N